2-(2-Cyanopropan-2-yl)-N-(4-methyl-3-(7-(methylamino)-1,6-naphthyridin-3-yl)phenyl)isonicotinamide C(#N)C(C)(C)C=1C=C(C(=O)NC2=CC(=C(C=C2)C)C=2C=NC3=CC(=NC=C3C2)NC)C=CN1